(2-(4-amino-7-(1-(tetrahydro-2H-pyran-2-yl)-1H-pyrazol-5-yl)-2H-pyrazolo[4,3-c]quinolin-2-yl)ethyl)carbamic acid tert-butyl ester C(C)(C)(C)OC(NCCN1N=C2C(C(=NC=3C=C(C=CC23)C2=CC=NN2C2OCCCC2)N)=C1)=O